ClC1=CN=C(S1)C=1C=C(C(=O)N[C@H](C)C=2C=NC(=NC2)C(F)(F)F)C=C(C1)OCC(C)(C)OC 3-(5-chloro-1,3-thiazol-2-yl)-5-(2-methoxy-2-methylpropoxy)-N-{(1R)-1-[2-(trifluoromethyl)pyrimidin-5-yl]ethyl}benzamide